COC=1C=C(C=CC1)SC1=C2C(N(N(C2=CC(=C1C(C)(C)C)NC(O)=O)C1=CC=CC=C1)C1=CC=CC=C1)=O.FC1=CC=C(C=C1)C=1C=NC2=CC=CC=C2C1 3-(4-fluorophenyl)quinolin {4-[(3-methoxyphenyl)thio]Tert-butyl-3-oxo-1,2-diphenyl-2,3-dihydro-1H-indazol-6-yl}carbamate